C(C)(C)C1=C(NC2=CC=C(C=C12)C1CCN(CC1)C1CCOCC1)C=1C=C(C=2N(C1)C=NN2)C 6-(3-isopropyl-5-(1-(tetrahydro-2H-pyran-4-yl)piperidin-4-yl)-1H-indol-2-yl)-8-methyl-[1,2,4]triazolo[4,3-a]pyridine